ClC1=C2C(=NNC2=CC=C1)NCC1=CC=C(C(=O)N2CCN(CC2)C(=O)C2CC(CC2)C(=O)NO)C=C1 3-(4-(4-(((4-Chloro-1H-indazol-3-yl)amino)methyl)benzoyl)piperazine-1-carbonyl)-N-hydroxycyclopentane-1-carboxamide